N-(3-carboxy-2,5-dihydroxybenzoyl)3-carboxy-2,5-dihydroxybenzamide C(=O)(O)C=1C(=C(C(=O)NC(C2=C(C(=CC(=C2)O)C(=O)O)O)=O)C=C(C1)O)O